5-(1-cyano-1-methyl-ethyl)-3-ethylsulfanyl-pyridine-2-carboxylic acid methyl ester COC(=O)C1=NC=C(C=C1SCC)C(C)(C)C#N